SCCC(=O)OCCOC(CCS)=O 1,2-ethanediol di(3-mercaptopropionate)